C1(CCCCC1)C=1NC=2C(=NC(=CC2C2=CC=CC=C2)C2=CC=CC=C2)N1 2-cyclohexyl-5,7-di(phenyl)-1H-imidazo[4,5-b]pyridine